8-[1-(2-fluoro-acryloyl)-piperidin-4-yl]-2-(4-phenoxy-phenyl)-5,6,7,8-tetrahydro-imidazo[1,2-b]pyridazine-3-carboxamide FC(C(=O)N1CCC(CC1)C1C=2N(NCC1)C(=C(N2)C2=CC=C(C=C2)OC2=CC=CC=C2)C(=O)N)=C